4,7-dihydroxyl-1,10-phenanthroline hydrochloride Cl.OC1=CC=NC2=C3N=CC=C(C3=CC=C12)O